(2S,4r)-1-[(2S)-2-[4-(5,8-dioxaspiro[3.4]oct-2-yl)triazol-1-yl]-3,3-dimethyl-butyryl]-4-hydroxy-N-methyl-pyrrolidine-2-carboxamide C1C(CC12OCCO2)C=2N=NN(C2)[C@H](C(=O)N2[C@@H](C[C@H](C2)O)C(=O)NC)C(C)(C)C